3-Bromo-N-methyl-N-(tetrahydro-2H-pyran-4-yl)imidazo[1,2-b]pyridazin-6-amine BrC1=CN=C2N1N=C(C=C2)N(C2CCOCC2)C